tert-butyl 3-(((1R,2S)-2-(hydroxymethyl) cyclopropyl) methoxy)-2,2-dimethylpropionate OC[C@@H]1[C@@H](C1)COCC(C(=O)OC(C)(C)C)(C)C